1-(tert-Butyl) 2-methyl (R)-4,4-difluoropyrrolidine-1,2-dicarboxylate FC1(C[C@@H](N(C1)C(=O)OC(C)(C)C)C(=O)OC)F